hexamethylenebis[3-(3,5-di-tert-butyl-4-hydroxyphenyl)propionamide] C(C)(C)(C)C=1C=C(C=C(C1O)C(C)(C)C)CC(C(=O)N)CCCCCCC(C(=O)N)CC1=CC(=C(C(=C1)C(C)(C)C)O)C(C)(C)C